2-chloro-N-(5-(8-ethyl-2-fluoroquinazolin-6-yl)-6-methylpyridin-2-yl)benzenesulfonamide 7-hydroxyheptyl-2-butyloctanoate OCCCCCCCOC(C(CCCCCC)CCCC)=O.ClC1=C(C=CC=C1)S(=O)(=O)NC1=NC(=C(C=C1)C=1C=C2C=NC(=NC2=C(C1)CC)F)C